C(=O)(C(=O)O)OB([O-])[O-].[Li+].CSC=1N=C(C=2N=CN([C@]3([C@H](O)[C@H](O)[C@@H](CO)O3)C(N)=O)C2N1)NC([C@@H](N)[C@H](O)C)=O.[Li+] 2-methylthio-N6-threonyl-carbamoyladenosine lithium oxaloborate